diphenyloxyacetone C1(=CC=CC=C1)OC(C(C)=O)OC1=CC=CC=C1